1-[(4-{3-azabicyclo[3.1.0]hex-3-yl}-2-(hydroxymethyl)phenyl)methyl]-1H-imidazole-4-carboxylic acid ethyl ester C(C)OC(=O)C=1N=CN(C1)CC1=C(C=C(C=C1)N1CC2CC2C1)CO